ClC1=C(C=CC2=C1C(=N[C@H](C=1N2N=C(N1)COC)C)C1=C(C=CC=C1F)F)Cl (4S)-7,8-dichloro-6-(2,6-difluorophenyl)-2-(methoxymethyl)-4-methyl-4H-[1,2,4]triazolo[1,5-a][1,4]benzodiazepine